N(CCO)CCO.C(CCCCCCCCCC(=O)O)C(=O)O 1,10-decanedicarboxylic acid diethanolamine salt